ClC1=C(C=C(C=C1)NC(N)=O)C(F)(F)F 3-(4-chloro-3-trifluoromethylphenyl)urea